O1C2=C(OCC1)C=C(C=C2)C2=NC(=C1N=C(N(C1=N2)C)C=2CCN(CC2)C(=O)OC(C)(C)C)N2CCOCC2 tert-butyl 4-(2-(2,3-dihydrobenzo[b][1,4]dioxin-6-yl)-9-methyl-6-morpholino-9H-purin-8-yl)-3,6-dihydropyridine-1(2H)-carboxylate